ClC=1C(=CC=C2N=CC(=NC12)C=1C=NN(C1)C1CC2(CC(C2)O)C1)OC=1C=CC2=C(NC(=N2)C)C1 (4r)-6-(4-{8-chloro-7-[(2-methyl-1H-1,3-benzodiazol-6-yl)oxy]quinoxalin-2-yl}-1H-pyrazol-1-yl)spiro[3.3]heptan-2-ol